CC1=CC=C(CN)C=C1 4-methylbenzyl-amine